O1CC(CC1)N1CC2CCC(C1)N2 3-tetrahydrofuran-3-yl-3,8-diazabicyclo[3.2.1]octane